methyl 3,5-diaminophenylacetate NC=1C=C(C=C(C1)N)CC(=O)OC